[Si](C)(C)(C(C)(C)C)O[C@H](CCC(C(=O)O)(C)C)COC\C=C\CCCCCCCCCCCCCCC.C(C)(=O)C1=C(OCCC(C(=O)N)=CC2=NC(=C(N=C2C)C)C)C=C(C=C1)OC 2-(2-(2-acetyl-5-methoxyphenoxy)ethyl)-3-(3,5,6-trimethylpyrazin-2-yl)acrylamide (R,E)-2-((tert-butyldimethylsilyl)oxy)-3-(octadeca-2-en-1-yloxy)propyl-pivalate